[6,7-Bis-(2-methoxy-ethoxy)-quinazolin-4-yl]-(3-ethynyl-phenyl)-amine COCCOC=1C=C2C(=NC=NC2=CC1OCCOC)NC1=CC(=CC=C1)C#C